C(CCCCCCC(=O)Cl)(=O)Cl suberoyl chloride